14-amino-5-chloro-10-methyl-3,8-diazatricyclo[13.3.1.02,7]nonadeca-1(19),2(7),3,5,15,17-hexaen-9-one NC1CCCC(C(NC=2C=C(C=NC2C=2C=CC=C1C2)Cl)=O)C